2-(2'-hydroxy-5'-octyl-phenyl)-benzotriazole OC1=C(C=C(C=C1)CCCCCCCC)N1N=C2C(=N1)C=CC=C2